C(C=C)(=O)OCCCCCCCCCCCCCCCCCCO hydroxystearyl acrylate